O[C@H](C=O)[C@H](CO)O (2s,3s)-2,3,4-trihydroxybutyraldehyde